C(=O)NNC(NC1=CC=C(C=C1)C)=S 2-formyl-N-(p-tolyl)hydrazine-1-carbothioamide